C1=CC=CC=2C3=CC=CC=C3C(C12)COC(=O)NCCC(=O)N[C@H](CO)C(=O)N[C@H](CO)C(=O)N[C@H](CO)C(=O)O (3-((((9H-fluoren-9-yl)methoxy)carbonyl)amino)propanoyl)-D-seryl-D-seryl-D-serine